(S)-4-(5-chloro-4-(methylsulfonyl)pyrimidin-2-yl)-3-methylpiperazine-1-carboxylic acid tert-butyl ester C(C)(C)(C)OC(=O)N1C[C@@H](N(CC1)C1=NC=C(C(=N1)S(=O)(=O)C)Cl)C